CC1=C(C=NN1)C1=CC=CC=C1 5-methyl-4-phenyl-1H-pyrazole